azetidine-3-carboxylic acid mono(4-hydroxybenzoic acid) salt OC1=CC=C(C(=O)O)C=C1.N1CC(C1)C(=O)O